2-((4-(4-acetylpiperazin-1-yl)phenyl)amino)quinazolin C(C)(=O)N1CCN(CC1)C1=CC=C(C=C1)NC1=NC2=CC=CC=C2C=N1